N-(3,5-dichloro-2,6-difluoropyridin-4-yl)-3-difluoromethoxy-4-methoxybenzamide ClC=1C(=NC(=C(C1NC(C1=CC(=C(C=C1)OC)OC(F)F)=O)Cl)F)F